BrC=1C=C(C=C(C1)F)C1(CC1)C#N 1-(3-bromo-5-fluorophenyl)cyclopropanecarbonitrile